C1(CCCC1)C1OCCC(C1)=O 2-cyclopentyloxan-4-one